Cl.C1(=CC=CC=C1)C#CCOCCCCCCN1C[C@@H]([C@H]([C@@H]([C@H](C1)O)O)O)O (3S,4R,5R,6S)-1-{6-[(3-phenyl-2-propyn-1-yl)oxy]hexyl}-3,4,5,6-azepanetetrol hydrochloride